2-((6-((2-((3R,5S)-3-(2-aminoethyl)-4,4-difluoro-5-methylpiperidin-1-yl)-5-chloropyrimidin-4-yl)amino)-1-methyl-2-oxo-1,2-dihydroquinolin-3-yl)oxy)-N-methylacetamide NCC[C@@H]1CN(C[C@@H](C1(F)F)C)C1=NC=C(C(=N1)NC=1C=C2C=C(C(N(C2=CC1)C)=O)OCC(=O)NC)Cl